5,7-dimethoxy-4-oxo-3,4-dihydroquinazolin COC1=C2C(NC=NC2=CC(=C1)OC)=O